BrC=1C2=CC=CC=C2C(=C2C=CC=CC12)C1=CC=C(C=C1)C1=CC=CC2=CC=CC=C12 9-bromo-10-(4-naphthyl-phenyl)anthracene